2-(1-((2-(trimethylsilyl)ethoxy)methyl)-1H-indazol-7-yl)ethyl methanesulfonate CS(=O)(=O)OCCC=1C=CC=C2C=NN(C12)COCC[Si](C)(C)C